(2R,3R,4R,5S,6S)-2-(4-((2-(2-((3'-((benzyloxy)carbonyl)-[1,1'-biphenyl]-4-yl)oxy)acetamido)ethyl)amino)-4-oxobutoxy)-6-methyltetrahydro-2H-pyran-3,4,5-triyl triacetate C(C)(=O)O[C@H]1[C@@H](O[C@H]([C@@H]([C@H]1OC(C)=O)OC(C)=O)C)OCCCC(=O)NCCNC(COC1=CC=C(C=C1)C1=CC(=CC=C1)C(=O)OCC1=CC=CC=C1)=O